C1(CC1)C=1N=CN2C1CN(CC1=C2C=C(C(=C1)F)C(=O)NC1=NC(=CC=C1)C1=NN=CN1C(C)C)C1=NC(=NC=C1)OC 3-cyclopropyl-8-fluoro-N-[6-(4-isopropyl-4H-1,2,4-triazol-3-yl)pyridin-2-yl]-5-(2-methoxypyrimidin-4-yl)-5,6-dihydro-4H-benzo[f]imidazo[1,5-a][1,4]diazepine-9-carboxamide